(1R)-N-(6-(4-((3S,4S)-3-ethyl-4-hydroxytetrahydrofuran-3-yl)piperazin-1-yl)-7-methylisoquinolin-3-yl)-6-oxaspiro[2.5]octane-1-carboxamide C(C)[C@@]1(COC[C@H]1O)N1CCN(CC1)C=1C=C2C=C(N=CC2=CC1C)NC(=O)[C@@H]1CC12CCOCC2